N[C@H](CC=1C=C2C(=NC(=NN2C1C)Cl)NCC=1SC=CC1)COC (R)-6-(2-amino-3-methoxypropyl)-2-chloro-7-methyl-N-(thiophen-2-ylmethyl)pyrrolo[2,1-f][1,2,4]triazin-4-amine